N=1C(C=CC1)=O Azolone